O=S1(C(COCC1)C1CN(C1)C1=C2C=NC(=NC2=C(C(=C1)NC(C=C)=O)C(C)C)NC1=CC(=NC=C1)N1C[C@@H]([C@@H](CC1)OC)F)=O N-(5-(3-(4,4-dioxido-1,4-oxathian-3-yl)azetidin-1-yl)-2-((2-((3S,4R)-3-fluoro-4-methoxypiperidin-1-yl)pyridin-4-yl)amino)-8-isopropylquinazolin-7-yl)acrylamide